Tert-butyl N-[2-[2-[2-[2-[4-[6-(5-cyanopyrazolo[3,4-b]pyridin-1-yl)-4-(cyclopropylamino)-3-pyridyl]triazol-1-yl]ethoxy]ethoxy]ethoxy]ethyl]carbamate C(#N)C=1C=C2C(=NC1)N(N=C2)C2=CC(=C(C=N2)C=2N=NN(C2)CCOCCOCCOCCNC(OC(C)(C)C)=O)NC2CC2